N1C=C(C2=CC=CC=C12)CC(C(N1CCNCC1)=O)NC(=O)C1=C(C=CC(=C1)Br)C1=C(C=CC2=CC=CC=C12)C(=O)N (2-((3-(1H-indol-3-yl)-1-oxo-1-(piperazin-1-yl)propan-2-yl)carbamoyl)-4-bromophenyl)-2-naphthamide